perfluoro-bicyclo[2.1.1]hexane FC12C(C(C(C1(F)F)(C2(F)F)F)(F)F)(F)F